C1(CC1)C1=C(C=NO1)I 5-cyclopropyl-4-iodoisoxazole